BrC1=C(C=CC=C1)[C@@H]1N(CCCCC1)C=1C2=C(N=C(N1)N)CCC2 |r| (±)-4-(2-(2-bromophenyl)azepan-1-yl)-6,7-dihydro-5H-cyclopenta[d]pyrimidin-2-amine